diphenyl-2'-trimethylsilyl-[1,1':3',1'']terphenyl-2,2''-diamine C1(=CC=CC=C1)C=1C(=C(C(=CC1)C1=C(C(=CC=C1)C=1C(=CC=CC1)N)[Si](C)(C)C)N)C1=CC=CC=C1